N-methyl-Methanesulfonamide trifluoroacetate FC(C(=O)O)(F)F.CNS(=O)(=O)C